6-(4-Fluorophenyl)-N-[(6-methylpyridazin-3-yl)methyl]-8-(2-morpholinoethoxy)quinazolin-4-amine FC1=CC=C(C=C1)C=1C=C2C(=NC=NC2=C(C1)OCCN1CCOCC1)NCC=1N=NC(=CC1)C